N1=CC(=CC=C1)C=1NC=2C(=CC3=C(C4CNCC3C4)C2)N1 2-(pyridin-3-yl)-1,5,6,7,8,9-hexahydro-5,9-methanoimidazo[4',5':4,5]benzo[1,2-d]azepine